C1(CC1)C1CC(C1)[C@H](NC(=O)C1=CC=NN1CC)C=1N=C2N(N=C(C=C2)CC2C(NC[C@@H](C2)C(F)(F)F)=O)C1 N-((1S)-((1S,3R)-3-cyclopropylcyclobutyl)(6-(((5R)-2-oxo-5-(trifluoromethyl)piperidin-3-yl)methyl)imidazo[1,2-b]pyridazin-2-yl)methyl)-1-ethyl-1H-pyrazole-5-carboxamide